FC1=C2C=CNC2=CC(=C1OC=1C=CC(=C(C1)C=1NC(=CN1)CC1=NN(C=C1)CCC(=O)O)F)F 3-(3-((2-(5-((4,6-difluoro-1H-indol-5-yl)oxy)-2-fluorophenyl)-1H-imidazol-5-yl)methyl)-1H-pyrazol-1-yl)propanoic acid